5,7-Dihydroxy-6,8-dimethyl-3-(4'-hydroxy-3',5'-dimethoxybenzyl)chroman-4-one Ethyl-2-((pyrazolo[1,5-a]pyrimidine-3-carboxamido)methyl)-5-(trifluoromethyl)benzofuran-7-carboxylate C(C)OC(=O)C1=CC(=CC=2C=C(OC21)CNC(=O)C=2C=NN1C2N=CC=C1)C(F)(F)F.OC1=C2C(C(COC2=C(C(=C1C)O)C)CC1=CC(=C(C(=C1)OC)O)OC)=O